BrC1=NC=CC(=C1F)C1=CC=2C(NCC(C2N1)CCOC1OCCCC1)=O 2-(2-bromo-3-fluoropyridin-4-yl)-7-(2-((tetrahydro-2H-pyran-2-yl)oxy)ethyl)-1,5,6,7-tetrahydro-4H-pyrrolo[3,2-c]pyridin-4-one